N1=C(C=CC=2CCCNC12)CCC1CC(C1)N[C@@H](CCO)C(=O)O ((1r,3r)-3-(2-(5,6,7,8-tetrahydro-1,8-naphthyridin-2-yl)ethyl)cyclobutyl)-L-homoserine